6-(4-((S)-2-(2-aminoacetamido)-3-(naphthalen-2-yl)propoxy)phenyl)-N-(2-((S)-2-cyano-4,4-difluoropyrrolidin-1-yl)-2-oxoethyl)quinoline-4-carboxamide NCC(=O)N[C@H](COC1=CC=C(C=C1)C=1C=C2C(=CC=NC2=CC1)C(=O)NCC(=O)N1[C@@H](CC(C1)(F)F)C#N)CC1=CC2=CC=CC=C2C=C1